BrC=1C=CC(=NC1)C#N 5-bromopyridin-2-nitrile